1-(2-(3-Cyclopropylmethoxy-4-difluoromethoxyphenyl)-2-oxoethyl)-2,6-dimethylpyridin-4(1H)-one C1(CC1)COC=1C=C(C=CC1OC(F)F)C(CN1C(=CC(C=C1C)=O)C)=O